(R)-4-(4-cyclopropyl-7-(1H-pyrazol-5-yl)imidazo[1,5-b]pyridazin-2-yl)-3-methylmorpholine C1(CC1)C=1C=2N(N=C(C1)N1[C@@H](COCC1)C)C(=NC2)C2=CC=NN2